ACETYLACETATE C(C)(=O)CC(=O)[O-]